5-fluoroorotic acid, monohydrate O.FC1=C(C(=O)O)NC(NC1=O)=O